(7-Chloro-3-methyl-3H-imidazo[4,5-b]pyridin-5-yl)-(1-cyclobutyl-ethyl)-amine ClC1=C2C(=NC(=C1)NC(C)C1CCC1)N(C=N2)C